C(#N)CCN(CCC(C)(C)C)C N-(2-cyanoethyl)-N-methyl-N-(3,3-dimethylbut-1-yl)-amine